5-(3-Chlorophenyl)-3-hydroxy-pyridine-2-carboxylic acid (isopropylcarbamoyl-methyl) amide C(C)(C)NC(=O)CNC(=O)C1=NC=C(C=C1O)C1=CC(=CC=C1)Cl